2-((dimethylamino)methylene)-5-(naphthalen-1-yl)cyclohexane-1,3-dione CN(C)C=C1C(CC(CC1=O)C1=CC=CC2=CC=CC=C12)=O